(3S)-N-[3-(2-[[(2R)-1-hydroxypropan-2-yl]amino]-6-[(1R,5S)-3-oxabicyclo[3.1.0]hexan-1-yl]pyridin-4-yl)-4-methylphenyl]-3-(2,2,2-trifluoroethyl)pyrrolidine-1-carboxamide OC[C@@H](C)NC1=NC(=CC(=C1)C=1C=C(C=CC1C)NC(=O)N1C[C@@H](CC1)CC(F)(F)F)[C@@]12COC[C@H]2C1